bis-(Aminomethyl)tricyclo[5.2.1.0(2,6)]decan NCC12C3(CCC(C2CCC1)C3)CN